5-(((1r,4r)-4-(4-carbamimidoylphenoxy)cyclohexyl)oxy)picolinimidamide dihydrochloride salt Cl.Cl.C(N)(=N)C1=CC=C(OC2CCC(CC2)OC=2C=CC(=NC2)C(N)=N)C=C1